1-(2-((4-chlorophenyl)ethynyl)-5-methoxyphenyl)-3-methylbut-3-en-1-one ClC1=CC=C(C=C1)C#CC1=C(C=C(C=C1)OC)C(CC(=C)C)=O